COC=1C=C(C=CC1OC)C=CC(CC(C=CC1=CC(=C(C=C1)OC)OC)=O)=O 1,7-Bis(3,4-dimethoxyphenyl)-1,6-heptadiene-3,5-dione